CN1CCC2=C(CC1)C=C(N=C2)NN2C(C1=CC=CC(=C1C2)C=2C=NN1C2C=CC(=C1)C)=O ((7-methyl-6,7,8,9-tetrahydro-5H-pyrido[3,4-d]azepin-3-yl)amino)-4-(6-methylpyrazolo[1,5-a]pyridin-3-yl)isoindolin-1-one